N=1C=CN2N=C(C=CC21)C=2C=CN1N=C(N=CC12)N[C@@H]1C[C@H](C1)COC 5-(imidazo[1,2-b]pyridazin-6-yl)-N-(trans-3-(methoxymethyl)cyclobutyl)pyrrolo[2,1-f][1,2,4]triazin-2-amine